CC1CC(C1)(C1=NN=CN1C)C=1C=C(C=CC1)C=1OC2=C(N1)C=C(C=C2C(F)(F)F)C(=O)OC Methyl 2-{3-[(1r,3s)-3-methyl-1-(4-methyl-1,2,4-triazol-3-yl)cyclobutyl]phenyl}-7-(trifluoromethyl)-1,3-benzoxazole-5-carboxylate